ClC1=NC(=CC(=N1)C1(CCCCC1)C#N)N1[C@@H](COCC1)C (R)-1-(2-chloro-6-(3-methylmorpholino)pyrimidin-4-yl)cyclohexane-1-carbonitrile